[O-2].[O-2].[O-2].[O-2].[Ti+4].[Ti+4] Titanium tetraoxide